2-((3,8-difluoro-4-methoxy-2-phenylquinolin-7-yl)(methoxy)methylene)malononitrile FC=1C(=NC2=C(C(=CC=C2C1OC)C(=C(C#N)C#N)OC)F)C1=CC=CC=C1